COC(=O)C1=CC=C(C=C1)COC1=C(C=CC=C1)CN1CCN(CC1)C(=O)OC(C)(C)C tert-butyl 4-[(2-{[4-(methoxy carbonyl)phenyl]methoxy} phenyl)methyl]piperazine-1-carboxylate